ClC(=O)N1CCC(CC1)N(C(OC(C)(C)C)=O)C tert-Butyl (1-(chlorocarbonyl)piperidin-4-yl)(methyl)carbamate